F[P-](F)(F)(F)(F)F.S1C(=CC2=C1C=CC=C2)[I+]C=2SC1=C(C2)C=CC=C1 di(2-benzothienyl)iodonium hexafluorophosphate